ClCCCCCl 1,4-Di-chlorobutan